FC=1C(=C(C=CC1F)[C@H]1[C@@H](O[C@]([C@H]1C)(C(F)(F)F)C)C(=O)NC1=CC(=NC=C1F)C1OC1)OC (2R,3S,4S,5R)-3-(3,4-difluoro-2-methoxyphenyl)-N-(5-fluoro-2-(oxiran-2-yl)pyridin-4-yl)-4,5-dimethyl-5-(trifluoromethyl)tetrahydrofuran-2-carboxamide